CC1(C)CC=C(C=C1)C(C(F)(F)F)(F)F 1-methyl-4-(perfluoroethyl)toluene